(S)-2-[4-bromo-2-(1H-1,2,3-triazol-5-yl)phenoxy]propionic acid BrC1=CC(=C(O[C@H](C(=O)O)C)C=C1)C1=CN=NN1